4-(5-benzo[1,3]dioxol-5-yl-4-pyridin-2-yl-1H-imidazol-2-yl)-benzamide O1COC2=C1C=CC(=C2)C2=C(N=C(N2)C2=CC=C(C(=O)N)C=C2)C2=NC=CC=C2